1-(4-(4-bromobutoxy)phenyl)-3-p-chlorophenyl-2-propen-1-one BrCCCCOC1=CC=C(C=C1)C(C=CC1=CC=C(C=C1)Cl)=O